(2,6-dimethyl-phenylthio)disilane CC1=C(C(=CC=C1)C)S[SiH2][SiH3]